5-amino-2-methoxypyridine-4-carboxylic acid NC=1C(=CC(=NC1)OC)C(=O)O